C(C)(C)(C)OC1CN(C1)C(=O)NCC1=C(C=C(C=C1)C1=NC(=NC=C1)NC=1C=NN(C1)CCOC)C(F)(F)F 3-(tert-butoxy)-N-(4-(2-((1-(2-methoxyethyl)-1H-pyrazol-4-yl)amino)pyrimidin-4-yl)-2-(trifluoromethyl)benzyl)azetidine-1-carboxamide